5-(8-((1S,2S)-2-(2,5-difluorophenyl)cyclopropyl)imidazo[1,2-b]pyridazin-6-yl)pyrimidine-2,4(1H,3H)-dione FC1=C(C=C(C=C1)F)[C@@H]1[C@H](C1)C=1C=2N(N=C(C1)C=1C(NC(NC1)=O)=O)C=CN2